(S)-N-((2-(6-(2-ethyl-5-fluoro-4-hydroxyphenyl)-1H-indazol-3-yl)-1H-indazol-4-yl)methyl)-3-hydroxypyrrolidine-1-carboxamide C(C)C1=C(C=C(C(=C1)O)F)C1=CC=C2C(=NNC2=C1)N1NC2=CC=CC(=C2C1)CNC(=O)N1C[C@H](CC1)O